thiobis(6-tert-butyl-p-cresol) S(C1=CC(=CC(=C1O)C(C)(C)C)C)C1=CC(=CC(=C1O)C(C)(C)C)C